COC(=O)N1CCC2(CC(C2)N2CCN(CC2)C2=CC3=C(N(C(N3C)=O)C3C(NC(CC3)=O)=O)C=C2)CC1 methyl-2-(4-(1-(2,6-dioxopiperidin-3-yl)-3-methyl-2-oxo-2,3-dihydro-1H-benzo[d]imidazol-5-yl)piperazin-1-yl)-7-azaspiro[3.5]nonane-7-carboxylate